methoxyl-tert-butyl-diphenyl-silicon O(C)[Si](C1=CC=CC=C1)(C1=CC=CC=C1)C(C)(C)C